C(C[C@@](O)(C)CCO)(=O)O.O1NC=CC=C1 oxazin (mevalonate)